CN(C)CCC[Al](C)C 3-(N,N-dimethylamino)propyl-dimethyl-aluminum